((6-((4-Hydroxybutyl)(methyl)amino)undecane-1,11-diyl)bis(sulfanediyl))bis-(octane-1,2-diyl) bis(3-cyclohexylpropanoate) C1(CCCCC1)CCC(=O)OC(CSCCCCCC(CCCCCSCC(CCCCCC)OC(CCC1CCCCC1)=O)N(C)CCCCO)CCCCCC